FC1=C(C=CC=C1F)N1N=C(C=C1)N 1-(2,3-difluorophenyl)-1H-pyrazol-3-amine